2-((2s,4s)-4-(8-chloro-7-(6-chloro-5-methyl-1H-indazol-4-yl)-4-(3-(dimethylamino)azetidin-1-yl)-6-fluoro-1H-pyrazolo[4,3-c]quinolin-1-yl)-1-(2-fluoropropyl)piperidin-2-yl)acetonitrile ClC1=CC=2C3=C(C(=NC2C(=C1C1=C2C=NNC2=CC(=C1C)Cl)F)N1CC(C1)N(C)C)C=NN3[C@@H]3C[C@H](N(CC3)CC(C)F)CC#N